NC1=NC(=C(C=2N1C(N(N2)CCC2CCN(CC2)C)=O)C2=CC(=NC(=C2)C)C)C2=CC=CC=C2 5-amino-8-(2,6-dimethyl-4-pyridinyl)-2-[2-(1-methyl-4-piperidinyl)ethyl]-7-phenyl-[1,2,4]triazolo[4,3-c]pyrimidin-3-one